3-chloro-4-(2,6-difluorophenyl)-6-methyl-5-phenyl-pyridazin ClC=1N=NC(=C(C1C1=C(C=CC=C1F)F)C1=CC=CC=C1)C